8,8-Diethyl-7-oxo-7,8-dihydro-6H-spiro[1,6-naphthyridin-5,3'-oxetan]-2-carbonitril C(C)C1(C(NC2(COC2)C=2C=CC(=NC12)C#N)=O)CC